N-{(1R,3R)-3-[(2'-cyclobutyl-3'-fluoro-5-{(2ξ)-1-[(methanesulfonyl)amino]-1-oxopropan-2-yl}[1,1'-biphenyl]-2-yl)oxy]cyclopentyl}-1,4,4-trimethyl-L-prolinamide C1(CCC1)C1=C(C=CC=C1F)C1=C(C=CC(=C1)C(C(=O)NS(=O)(=O)C)C)O[C@H]1C[C@@H](CC1)NC([C@H]1N(CC(C1)(C)C)C)=O